(E)-N,2-bis(4-bromophenyl)-6,7,8,9-tetrahydro-4H-furo[2,3-d]pyrido[1,2-a]pyrimidine-4-imine BrC1=CC=C(C=C1)/N=C/1\C2=C(N=C3N1CCCC3)OC(=C2)C2=CC=C(C=C2)Br